5-(((9a-ethyl-1-oxo-6,7,8,9,9a,10-hexahydro-1H-pyrido[1',2':3,4]imidazo[1,2-c]pyrimidin-3-yl)oxy)methyl)-2-(3-(trifluoromethyl)phenoxy)benzonitrile C(C)C12N(C=3N(C(N=C(C3)OCC=3C=CC(=C(C#N)C3)OC3=CC(=CC=C3)C(F)(F)F)=O)C1)CCCC2